ethyl (R)-2-(dimethylaminomethylene)-6,6,6-trifluoro-5-hydroxy-5-methyl-3-oxohexanoate CN(C)C=C(C(=O)OCC)C(C[C@@](C(F)(F)F)(C)O)=O